C(C)(=O)C1C(C1C(=O)[O-])(C)C 3-acetyl-2,2-dimethylcyclopropane-1-carboxylate